1-[(5-Fluoro-3-pyridyl)methyl]-6-[3-(trifluoromethyl)phenyl]pyrazolo[4,3-b]pyridine FC=1C=C(C=NC1)CN1N=CC2=NC=C(C=C21)C2=CC(=CC=C2)C(F)(F)F